2-[4'-Fluoro-2'-(4-methyl-1,2,4-triazol-3-yl)-[1,1'-biphenyl]-3-yl]-7-methyl-1,3-benzoxazole-5-carbaldehyde FC1=CC(=C(C=C1)C1=CC(=CC=C1)C=1OC2=C(N1)C=C(C=C2C)C=O)C2=NN=CN2C